6-(5-fluoro-2-pyridyl)imidazo[1,2-a]pyrimidine FC=1C=CC(=NC1)C=1C=NC=2N(C1)C=CN2